C(C)OP(=O)(OCC)ON1N=NC2=C(C1=O)C=CC=C2 3-diethoxyphosphoryloxy-1,2,3-benzotriazin-4(3H)-one